[Au].[Al] aluminum-gold